C1(CC1)C=1SC(=C(N1)C1=CC=CC=C1)OC1=CC(=NC=C1)NC1=CC=C(C=C1)S(=O)(=O)N 4-((4-((2-Cyclopropyl-4-phenylthiazol-5-yl)oxy)pyridin-2-yl)amino)benzenesulfonamide